OCCSSSCCO bis(2-hydroxyethyl) trisulfide